L-α-methylisoleucine C[C@](N)([C@@H](C)CC)C(=O)O